9-((3,7-dimethyloctyl)thio)nonan-1-ol CC(CCSCCCCCCCCCO)CCCC(C)C